7'-(2-hydroxyethoxy)-1',1'-dioxido-2,3,5,6-tetrahydrospiro[pyran-4,4'-pyrido[2,3-b][1,4,5]oxathiazepin] OCCOC=1C=CC2=C(OC3(C=NS2(=O)=O)CCOCC3)N1